C(\C=C/C(=O)[O-])(=O)OCCCCCCCC.C(\C=C/C(=O)[O-])(=O)OCCCCCCCC dioctyl dimaleate